(chloromethyl)dimethyl-(allyl)silane ClC[Si](CC=C)(C)C